CC=1CC(C(C(=O)O)CC1)C(=O)O 4-methyl-1,2,3,6-tetrahydrophthalic acid